O[C@@]12[C@@](OC=3C=NC=C(C31)OC)(C([C@H]([C@H]2O)CN2CCOCC2)C2=CC=CC=C2)C2=CC=C(C#N)C=C2 4-((4bS,5R,6S,7aR)-4b,5-dihydroxy-4-methoxy-6-(morpholinomethyl)-7-phenyl-4b,5,6,7-tetrahydro-7aH-cyclopenta[4,5]furo[2,3-c]pyridin-7a-yl)benzonitrile